CN1N=C(N=N1)[C@H](C)NC(=O)C1=CC2=CC=CC(=C2C=C1)C1=CC=C(C=C1)C(F)(F)F (S)-N-(1-(2-methyl-2H-tetrazol-5-yl)ethyl)-5-(4-(trifluoromethyl)phenyl)-2-naphthamide